Cl.FC1=CC=C(OC2CNC2)C=C1 3-(4-fluorophenoxy)azetidine hydrochloride